2-[4-(3-azidophenyl)-2-oxo-1-pyrrolidinyl]Butyramide N(=[N+]=[N-])C=1C=C(C=CC1)C1CC(N(C1)C(C(=O)N)CC)=O